(rac)-((1S,2R,4R)-2-((tert-butyldiphenylsilyl)methyl)-2-(2-fluorophenyl)bicyclo[2.1.1]hexan-1-yl)(naphthalen-2-yl)methanone [Si](C1=CC=CC=C1)(C1=CC=CC=C1)(C(C)(C)C)C[C@]1(C2(CC(C1)C2)C(=O)C2=CC1=CC=CC=C1C=C2)C2=C(C=CC=C2)F |r|